CC1C(=O)OCCC1 Monomethyl-δ-valerolacton